(Benzamidooxy)acetic acid, ammonium salt [NH4+].C(C1=CC=CC=C1)NCC(=O)[O-]